C(#N)CNC(C1=CC=C(C=C1)C=1C2=C(N=C(N1)NC1=CC=C(C=C1)CN1CCN(CC1)C)NC=C2)=O N-(Cyanomethyl)-4-(2-((4-((4-methylpiperazin-1-yl)methyl)phenyl)amino)-7H-pyrrolo[2,3-d]pyrimidin-4-yl)benzamide